diphenol carbonate C(O)(O)=O.C1(=CC=CC=C1)O.C1(=CC=CC=C1)O